(S)-N-((S)-(6-fluoro-2-methylpyridin-3-yl)(1-(1-(trifluoromethyl)cyclopropyl)-1H-1,2,3-triazol-4-yl)methyl)-2-methylpropan-2-sulfinamide FC1=CC=C(C(=N1)C)[C@H](N[S@@](=O)C(C)(C)C)C=1N=NN(C1)C1(CC1)C(F)(F)F